The molecule is an acetate salt with formula Pb(OAc)4. It is used as a selective oxidising agent in organic synthesis. It has a role as an oxidising agent. It is an acetate salt and a lead molecular entity. It contains a lead(4+) and an acetate. CC(=O)O[Pb](OC(=O)C)(OC(=O)C)OC(=O)C